N1=CC=C(C=C1)C1=C(N)C=C(C=C1)C1=CC=NC=C1 2,5-bis(4-pyridyl)aniline